C(C)(=O)O[C@@H](CNC1(CCN(CC1)S(=O)(=O)CCCC)C)C1=CC(=CC=C1)F (R)-2-((1-(Butylsulfonyl)-4-methylpiperidin-4-yl)amino)-1-(3-fluoro-phenyl)ethan-1-ol acetate